Br.Br.[N+](=O)([O-])C1=CC=C(N)C=C1 p-nitroaniline dihydrobromide